3-(4-((4-methoxybenzyl)oxy)pyrazolo[1,5-a]pyrazin-6-yl)cyclopent-2-en-1-ol COC1=CC=C(COC=2C=3N(C=C(N2)C2=CC(CC2)O)N=CC3)C=C1